N-(2-(2-methoxyethoxy)ethyl)-3-(6-(methylamino)imidazo[1,2-a]pyridin-3-yl)benzenesulfonamide COCCOCCNS(=O)(=O)C1=CC(=CC=C1)C1=CN=C2N1C=C(C=C2)NC